2-hydroxyethyl-2-hydroxypropionoate OCCOC(C(C)O)=O